CN[C@H](C(O)C1=CC=CC=C1)C1=CC=CC=C1 l-2-(methylamino)-1,2-diphenylethanol